CC=1N=C2N(N=C(C=C2C)C2=CC=3C(C=N2)=NN(C3)C3CCN(CC3)C(=O)OC(C)(C)C)C1 tert-butyl 4-[5-(2,8-dimethylimidazo[1,2-b]pyridazin-6-yl)pyrazolo[3,4-c]pyridin-2-yl]piperidine-1-carboxylate